BrC=1C=C(C=CC1F)NC(=NO)C1=NON=C1SC1CCC(CC1)NS(N)(=O)=O N-(3-bromo-4-fluorophenyl)-N'-hydroxy-4-(((1s,4s)-4-(sulfamoylamino)cyclohexyl)thio)-1,2,5-oxadiazole-3-carboxamidine